1-Butyl-2-((E)-2-((E)-3-(2-((E)-1-butyl-3,3-dimethylindolin-2-ylidene)ethylidene)-2-chlorocyclohex-1-en-1-yl)vinyl)-3,3-dimethyl-3H-indol-1-ium Iodide [I-].C(CCC)[N+]1=C(C(C2=CC=CC=C12)(C)C)\C=C\C1=C(/C(/CCC1)=C/C=C\1/N(C2=CC=CC=C2C1(C)C)CCCC)Cl